5',9'-dihydrospiro[cyclopropane-1,7'-pyrimido[4,5-b][1,4]diazepine]-8'(6'H)-one N1=CN=CC2=C1NC(C1(CN2)CC1)=O